C(C)OC(CBr)=O.C(C)OC(CN1CCC(CC1)(C(=O)OCC)C)=O ethyl 1-(2-ethoxy-2-oxoethyl)-4-methylpiperidine-4-carboxylate Ethyl-2-bromoacetate